FC1=CC=C(C=C1)N1CCN(C2=CC=CC=C12)C(CCN[C@@H]1CN(CC1)C)=O (S)-1-(4-(4-fluorophenyl)-3,4-Dihydroquinoxalin-1(2H)-yl)-3-((1-methylpyrrolidin-3-yl)amino)propan-1-one